CCN=C(N)N(N=O)[N+](=O)[O-] N-ethyl-N-nitro-N-nitrosoguanidine